2,2-diiodoethyl methyl carbonate C(OCC(I)I)(OC)=O